2-((6-cyclopropylimidazo[1,2-a]pyridin-2-yl)methyl)isoindoline-1,3-dione C1(CC1)C=1C=CC=2N(C1)C=C(N2)CN2C(C1=CC=CC=C1C2=O)=O